N-ethyl-amide C(C)[NH-]